5-benzyl-N-(2-ethoxy-[3,4'-bipyridine]-2'-yl)-4H-1,2,4-triazole-3-carboxamide C(C1=CC=CC=C1)C=1NC(=NN1)C(=O)NC1=NC=CC(=C1)C=1C(=NC=CC1)OCC